S1C(NCCC1)=O 3,4,5,6-tetrahydro-1,3-thiazin-2-one